C[C@H]1N([C@H](CC(C1)CN1N=CC(=C1)B1OC(C(O1)(C)C)(C)C)C)C(=O)OC(C)(C)C tert-Butyl (2R,4r,6S)-2,6-dimethyl-4-((4-(4,4,5,5-tetramethyl-1,3,2-dioxaborolan-2-yl)-1H-pyrazol-1-yl)methyl)piperidine-1-carboxylate